1-(8-fluoro-7-(8-fluoronaphthalen-1-yl)-2-((tetrahydro-1H-pyrrolizin-7a(5H)-yl)methoxy)pyrido[4,3-d]pyrimidin-4-yl)piperidine-4-carbaldehyde FC1=C(N=CC2=C1N=C(N=C2N2CCC(CC2)C=O)OCC21CCCN1CCC2)C2=CC=CC1=CC=CC(=C21)F